(4R,6S,7S)-(±)-4,6-dimethyl-7-hydroxynonan-3-one C[C@@H](C(CC)=O)C[C@@H]([C@H](CC)O)C |r|